Cl.COC1CC(CNC1)C(=O)OC methyl 5-methoxypiperidine-3-carboxylate hydrogen chloride